FC1=CC=C(C=C1)\C=N\C1=C(C=CC=C1)/C=C/C(=O)OC methyl (E)-3-[2-[(E)-(4-fluorophenyl)methyleneamino]phenyl]prop-2-enoate